Z-1-chloro-1,1,4,4,4-pentafluorobutene ClC(\C=C/C(F)(F)F)(F)F